(5S)-5-(3,4,5-trichlorophenyl)-5-(trifluoromethyl)-4,5-dihydro-1,2-oxazol-3-carboxamide ClC=1C=C(C=C(C1Cl)Cl)[C@@]1(CC(=NO1)C(=O)N)C(F)(F)F